COCC(=O)C1=CC(=CC=C1)OC(F)(F)F 2-methoxy-1-(3-(trifluoromethoxy)phenyl)ethanone